butyl (2S,4R)-4-cyano-2-methyl-pyrrolidine-1-carboxylate C(#N)[C@@H]1C[C@@H](N(C1)C(=O)OCCCC)C